4-bromo-1-(2-trimethylsilyl-ethoxymethyl)-1H-imidazole-2-carbaldehyde BrC=1N=C(N(C1)COCC[Si](C)(C)C)C=O